1-methyl-3-(2-methoxyethyl)-2-imidazolidone CN1C(N(CC1)CCOC)=O